CC1=C(C=CC=C1)C1=CC=C(C=C1)C1=C(C=CC=C1)C 2,2''-Dimethyl-1,1':4',1''-terphenyl